2-(4-Methoxyphenylamino)-4-cyclohexyl-8,9-dihydro-7H-pyrido[1,2,3-gh]purin-5(4H)-one COC1=CC=C(C=C1)NC1=NC2=C3N(C(N(C3=N1)C1CCCCC1)=O)CCC2